(2S,3R)-2-methyl-3-(2-nitrophenyl)oxolane-2-carboxylic acid C[C@@]1(OCC[C@@H]1C1=C(C=CC=C1)[N+](=O)[O-])C(=O)O